C(C=C)(=O)NC1=CC=C(C(=O)O)C=C1 4-(acrylamido)benzoic acid